BrC1=CC(=C2CCNC(C2=C1)=O)F 7-bromo-5-fluoro-3,4-dihydroisoquinolin-1(2H)-one